C1(=CC=CC2=CC=CC=C12)C1=CC=2NC3=CC=CC=C3C2C=C1 2-(naphthalen-1-yl)-9H-carbazole